CN([C@H](C)C(=O)O)C(=O)OCC1=CC=CC=C1 methyl-((benzyloxy)carbonyl)-D-alanine